C(C1=CC=CC=C1)SC=1C=C(C=2N(C1)C(=CN2)C(=O)OCC)Br Ethyl 6-(benzylthio)-8-bromoimidazo[1,2-a]pyridine-3-carboxylate